CC1(OB(OC1(C)C)C1=CC(N(C=C1)CC(F)(F)F)=O)C 4-(4,4,5,5-tetramethyl-1,3,2-dioxaborolan-2-yl)-1-(2,2,2-trifluoroethyl)pyridin-2-one